N[C@@H]1C2=CC=CC=C2CC12CCN(CC2)C=2N=CC(=NC2CO)C#CCNC=2C=C(C(=O)N)C=CC2 (S)-3-((3-(5-(1-Amino-1,3-dihydrospiro[indene-2,4'-piperidin]-1'-yl)-6-(hydroxymethyl)Pyrazin-2-yl)prop-2-yn-1-yl)amino)benzamide